BrCC(=O)C1=NC=CC(=C1)Br 2-bromo-1-(4-bromopyridin-2-yl)ethan-1-one